4-(4-(2-chloro-3-(6-methoxy-5-((7-oxo-2,6-diazaspiro[3.4]octan-2-yl)methyl)pyridin-2-yl)phenyl)-1H-indazol-1-yl)-2,6-dimethoxybenzaldehyde ClC1=C(C=CC=C1C1=NC(=C(C=C1)CN1CC2(C1)CNC(C2)=O)OC)C2=C1C=NN(C1=CC=C2)C2=CC(=C(C=O)C(=C2)OC)OC